C1N(C[C@@H]2[C@H]1CNC2)C2=CC=C(N=N2)C2=C(C=C(C=C2)N2N=CC=C2)O 2-(6-((3aR,6aS)-hexahydropyrrolo[3,4-c]pyrrol-2(1H)-yl)pyridazin-3-yl)-5-(1H-pyrazol-1-yl)phenol